benzyl (2S)-2-[(2S)-6-amino-2-[2-(2-{2-[(4-tert-butylphenyl)formamido]ethoxy}ethoxy)acetamido]hexanamido]-3-hydroxypropanoate NCCCC[C@@H](C(=O)N[C@H](C(=O)OCC1=CC=CC=C1)CO)NC(COCCOCCNC(=O)C1=CC=C(C=C1)C(C)(C)C)=O